C(C1=CC=CC=C1)C1=C(C=CC2=C1C(=C(O2)C)C(=O)N)OCC2=CC=CC=C2 benzyl-5-(benzyloxy)-2-methylbenzofuran-3-carboxamide